CC1=C(C(=CC(=C1)C#CC)C)C1C(CC2(CCNCC2)CC1=O)=O 9-(2,6-dimethyl-4-prop-1-ynyl-phenyl)-3-azaspiro[5.5]Undecane-8,10-dione